(2S,5R)-2-(N-(isocyanatosulfonyl) formamidyl)-7-oxo-1,6-diazabicyclo[3.2.1]oct-6-ylsulfate N(=C=O)S(=O)(=O)N(C=O)[C@@H]1N2C(N([C@H](CC1)C2)OS(=O)(=O)[O-])=O